C(CC(O)(C(=O)O)CC(=O)O)(=O)O.C(CC(O)(C(=O)O)CC(=O)O)(=O)O.C[C@H]1N(CCC1)CCCOC1=CC=C(OC2CCN(CC2)C(C)=O)C=C1 1-[4-(4-{3-[(2R)-2-methylpyrrolidin-1-yl]-propoxy}-phenoxy)-piperidin-1-yl]-ethan-1-on dicitrate